methyl 4-hydroxy-5-methoxy-1-methyl-2-oxo-1,2-dihydroquinoline-3-carboxylate OC1=C(C(N(C2=CC=CC(=C12)OC)C)=O)C(=O)OC